OCC=1C(=C(C=CC1)C1=C(C=CC=C1)C)C (hydroxymethyl)-2,2'-dimethyl-[1,1'-biphenyl]